(1S,2S)-N-(8-amino-5-fluoro-6-(4-methylpyridin-3-yl)-2,7-naphthyridin-3-yl)-2-(1H-Pyrazol-4-yl)cyclopropane-1-carboxamide NC=1N=C(C(=C2C=C(N=CC12)NC(=O)[C@@H]1[C@H](C1)C=1C=NNC1)F)C=1C=NC=CC1C